N-((1H-pyrazol-4-yl)carbamoyl)-2,4-dichlorobenzamide N1N=CC(=C1)NC(=O)NC(C1=C(C=C(C=C1)Cl)Cl)=O